(2-(4-(5H-benzo[4,5]thieno[3,2-c]carbazol-5-yl)phenyl)-1-cyanovinyl)phosphonic acid C1=C2C=3C4=C(C=CC3N(C2=CC=C1)C1=CC=C(C=C1)C=C(C#N)P(O)(O)=O)C1=C(S4)C=CC=C1